O=S1(CC(CC1)NC(C1=C(C=CC(=C1)C(F)(F)F)NC1=C(C=C(C=C1)F)C)=O)=O N-(1,1-dioxidotetrahydro-thiophen-3-yl)-2-((4-fluoro-2-methylphenyl)amino)-5-(trifluoromethyl)benzamide